(S)-2-((4-(6-(4-chloro-2-fluorobenzyloxy)pyridin-2-yl)-1,4-diazepan-1-yl)methyl)-1-(oxetan-2-ylmethyl)-1h-benzo[d]imidazole-6-carboxylic acid ClC1=CC(=C(COC2=CC=CC(=N2)N2CCN(CCC2)CC2=NC3=C(N2C[C@H]2OCC2)C=C(C=C3)C(=O)O)C=C1)F